butyl N-(4-nitrophenyl)sulfonylcarbamate [N+](=O)([O-])C1=CC=C(C=C1)S(=O)(=O)NC(OCCCC)=O